Cl.Cl.ClC=1C(=C(C=CC1)C(C)N(CCN)C1CCCC1)F N1-(1-(3-chloro-2-fluorophenyl)ethyl)-N1-cyclopentylethane-1,2-diamine dihydrochloride